((2S,6R)-6-(5-METHYL-2,4-DIOXO-3,4-DIHYDROPYRIMIDIN-1(2H)-YL)-4-TRITYLMORPHOLIN-2-YL)METHYL DODECYL(METHYL)PHOSPHORAMIDOCHLORIDATE C(CCCCCCCCCCC)N(P(OC[C@@H]1CN(C[C@@H](O1)N1C(NC(C(=C1)C)=O)=O)C(C1=CC=CC=C1)(C1=CC=CC=C1)C1=CC=CC=C1)(=O)Cl)C